ClC=1C=C2C=CN=C(C2=CC1)N(C(C1=C(C=C(C=C1)NC1=NC=CC=N1)F)=O)[C@H]1CNCCC1 (R)-N-(6-chloroisoquinolin-1-yl)-2-fluoro-N-(piperidin-3-yl)-4-(pyrimidin-2-ylamino)benzamide